FC1=C(C#N)C=C(C=C1)C1NC2=CC=C3C(=C2C2C4CCC(C12)C4)N=NN3 2-Fluoro-5-(6,7,7a,8,9,10,11,11a-octahydro-3H-8,11-methano[1,2,3]triazolo[4,5-a]phenanthridin-7-yl)benzonitrile